C(C)OC(C[C@@H]1N(CCN(C1)CC1=CC=CC=C1)CC1=CC=CC=C1)=O.CC(C)CCCCC(CC)C 2,7-Dimethyl-nonane ethyl-(S)-2-(1,4-dibenzylpiperazin-2-yl)acetate